(1R,2R)-2-(dimethylamino)cyclohexane-1-ol CN([C@H]1[C@@H](CCCC1)O)C